(1R,3S)-3-{5-[7-(1,3-dioxolan-2-yl)-1-{[2-(trimethylsilyl) ethoxy]methyl}indazole-5-amido]-2H-pyrazol-3-yl}cyclopentyl N-isopropylcarbamate C(C)(C)NC(O[C@H]1C[C@H](CC1)C=1NN=C(C1)NC(=O)C=1C=C2C=NN(C2=C(C1)C1OCCO1)COCC[Si](C)(C)C)=O